P(=O)([O-])([O-])[O-].[Zr+4].[Li+] Lithium zirconium phosphat